N[C@H]1C(N(CC1)[C@H](C(=O)OCC1=CC=CC=C1)C(C)C)=O benzyl (S)-2-((R)-3-amino-2-oxopyrrolidin-1-yl)-3-methylbutanoate